1-(cis-3-methoxycyclobutyl)-3-methyl-8-(6-((2-(pyrrolidin-1-yl)ethoxy)methyl)pyridin-3-yl)-1H-imidazo[4,5-c]cinnolin-2(3H)-one CO[C@H]1C[C@H](C1)N1C(N(C=2N=NC=3C=CC(=CC3C21)C=2C=NC(=CC2)COCCN2CCCC2)C)=O